N-[(1R,3S)-3-{[6-fluoro-2-(trifluoromethyl)quinolin-4-yl]amino}cyclohexyl]imidazo[1,5-a]pyridine-7-carboxamide FC=1C=C2C(=CC(=NC2=CC1)C(F)(F)F)N[C@@H]1C[C@@H](CCC1)NC(=O)C1=CC=2N(C=C1)C=NC2